ClC=1C=C(C=NC1)N(C)CC=1SC(=CN1)C(=O)N[C@H](C(NC1=NC=CC=C1)=O)CC1CCCCC1 2-[[(5-chloro-3-pyridyl)-methyl-amino]methyl]-N-[(1S)-1-(cyclohexylmethyl)-2-oxo-2-(2-pyridylamino)ethyl]thiazole-5-carboxamide